NC=1C=C(OC2=CC=C(C=C2)S(=O)(=O)C2=CC=C(C=C2)OC2=CC(=CC=C2)N)C=CC1 bis(4-(3-aminophenoxy) phenyl) sulphon